((3aS,4R,6S,6aR)-6-(4-chloro-7H-pyrrolo[2,3-d]pyrimidin-7-yl)-2,2-dimethyltetrahydrothieno[3,4-d][1,3]dioxol-4-yl)methanol ClC=1C2=C(N=CN1)N(C=C2)[C@H]2S[C@@H]([C@@H]1[C@H]2OC(O1)(C)C)CO